Cl.Cl.C12=CNC=3C=CC4(C5(C13)C1=C(C=CC=C1C=C4NCC5)O)C2 6,11b-(epiminoethano)-1,5a-methanonaphtho[1,2-e]indole-11-ol dihydrochloride